C(C)(C)(C)OC(NN1CCC(CC1)=C(CN1C(C2=CC=CC=C2C1=O)=O)C)=O 4-(1-(1,3-dioxoisoindolin-2-yl)propan-2-ylidene)piperidine-1-carbamic acid tert-butyl ester